4,7-dibromobenzo[c][1,2,5]thiadiazole-5,6-diamine BrC1=C(C(=C(C2=NSN=C21)Br)N)N